6-(Cyclopropancarboxamido)-N-methyl-4-((2-methyl-1-oxo-1,2-dihydroisoquinolin-8-yl)amino)pyridazine-3-carboxamide C1(CC1)C(=O)NC1=CC(=C(N=N1)C(=O)NC)NC=1C=CC=C2C=CN(C(C12)=O)C